6-chloro-4-(cyclopropylethynyl)-1-(4-methoxybenzyl)-7-(4,4,5,5-tetramethyl-1,3,2-dioxaborolan-2-yl)-4-(trifluoromethyl)-3,4-dihydroquinazolin-2(1H)-one ClC=1C=C2C(NC(N(C2=CC1B1OC(C(O1)(C)C)(C)C)CC1=CC=C(C=C1)OC)=O)(C(F)(F)F)C#CC1CC1